C(#N)C=1C(=C(C=CC1)CNC(CN(C(CN1N=C(C2=CC=CC=C12)C(=O)N)=O)[C@@H](CO)C)=O)F (R)-1-(2-((2-((3-cyano-2-fluorophenylmethyl)amino)-2-oxoethyl)(1-hydroxypropan-2-yl)amino)-2-oxoethyl)-1H-indazole-3-carboxamide